COC1=CC=CC2=C1NC(=N2)NC=2OC(=NN2)N2CCC(CC2)OC N-(7-methoxy-1H-benzo[d]imidazol-2-yl)-5-(4-methoxypiperidin-1-yl)-1,3,4-oxadiazol-2-amine